C1(=CC=CC=C1)[PH+](C1=CC=CC=C1)C1=CC=CC=C1.C(C1=CC=CC=C1)OC=1C=C(CCl)C=CC1OC 3-benzyloxy-4-methoxy-benzyl chloride triphenyl-phosphonium salt